1,4-bis(diphenylphosphino)ferrocene C1(=CC=CC=C1)P([C-]1C=CC(=C1)P(C1=CC=CC=C1)C1=CC=CC=C1)C1=CC=CC=C1.[CH-]1C=CC=C1.[Fe+2]